((1r,4r)-4-aminocyclohexyl)(methyl)carbamic acid tert-butyl ester C(C)(C)(C)OC(N(C)C1CCC(CC1)N)=O